NC1=CC=C(C#N)C(=C1)F 4-amino-6-fluorobenzonitrile